glutamyl Phosphate P(=O)(OC([C@@H](N)CCC(=O)O)=O)([O-])[O-]